tert-butyl 5,5-difluoro-6-methyl-2,7-diazaspiro[3.5]nonane-7-carboxylate FC1(C2(CNC2)CCN(C1C)C(=O)OC(C)(C)C)F